N1(CCNCCC1)C1=CC=CC(=N1)C1=CNC2=CC=CC=C12 3-[6-(1,4-Diazepan-1-yl)pyridin-2-yl]-1H-indole